CN(C1=CC=C(C=C1)CC(=O)O)C 2-[4-(dimethylamino)phenyl]Acetic acid